C(C)C=1C2=C(C(N(N1)CC(=O)NC1=NC=NC=C1)=O)SC1=C2C=CC=C1 2-(1-ethyl-4-oxo-benzo[4,5]thieno[2,3-d]pyridazin-3(4H)-yl)-N-(pyrimidin-4-yl)acetamide